ClC=1C(=NC2=CC(=C(N=C2C1N[C@H](CC)C=1C=C(C#N)C=CC1)C=1C=NC(=NC1)P(=O)(C)C)F)C 3-[(1R)-1-({3-chloro-6-[2-(dimethylphosphoryl)pyrimidin-5-yl]-7-fluoro-2-methyl-1,5-naphthyridin-4-yl}amino)propyl]benzonitrile